(2S)-2-(4-tert-Butyl-1H-pyrrol-3-carboxamido)-N6-methyl-N1-(1-(2-(1-adamantylamino)ethyl)-2-oxo-1,2-dihydropyridin-3-yl)-5-oxohexandiamid C(C)(C)(C)C=1C(=CNC1)C(=O)N[C@H](C(=O)NC=1C(N(C=CC1)CCNC12CC3CC(CC(C1)C3)C2)=O)CCC(C(=O)NC)=O